(1s)-N-(3-aminophenyl)sulfonyl-2-[(2,4,6-trimethylphenyl)methyl]isoindoline-1-carboxamide NC=1C=C(C=CC1)S(=O)(=O)NC(=O)[C@H]1N(CC2=CC=CC=C12)CC1=C(C=C(C=C1C)C)C